p-coumaroyl-phenylalanine C(\C=C\C1=CC=C(C=C1)O)(=O)N[C@@H](CC1=CC=CC=C1)C(=O)O